allyl phenyl ether sulfate sodium salt [Na+].S(=O)(=O)([O-])[O-].C1(=CC=CC=C1)OCC=C.[Na+]